3-isopropylacrylamide C(C)(C)C=CC(=O)N